C(N)(=O)C1=CC(=C(C=C1)NC(=O)[C@H]1[C@@H]([C@]2(CN(C3=CC(=CC=C23)Cl)CC)C2(N1)CCCCC2)C2=C(C(=CC=C2)Cl)F)OC (3'S,4'S,5'R)-N-(4-carbamoyl-2-methoxyphenyl)-6''-chloro-4'-(3-chloro-2-fluorophenyl)-ethyldispiro[cyclohexane-1,2'-pyrrolidine-3',3''-indoline]-5'-carboxamide